Dimethyldiallyl-ammonium chloride benzyl-((1S)-(4,4-difluorocyclohexyl)(2-(((5R)-2-oxo-5-(trifluoromethyl)piperidin-3-yl)methyl)imidazo[1,2-b][1,2,4]triazin-6-yl)methyl)carbamate C(C1=CC=CC=C1)N(C([O-])=O)[C@H](C=1N=C2N(N=C(C=N2)CC2C(NC[C@@H](C2)C(F)(F)F)=O)C1)C1CCC(CC1)(F)F.[Cl-].C[N+](CC=C)(CC=C)C.C[N+](C)(CC=C)CC=C